C1(CCC1)NC(=O)C1=CC(=NC(=C1)OC)NC1CCC1 N-cyclobutyl-2-(cyclobutylamino)-6-methoxy-pyridine-4-carboxamide